(1-cyclopropyl-1H-1,2,4-triazol-3-yl)-4-methoxy-5-nitrobenzoic acid methyl ester COC(C1=C(C=C(C(=C1)[N+](=O)[O-])OC)C1=NN(C=N1)C1CC1)=O